2-[(1r,5s,6r)-6-(diethylcarbamoyl)-3-azabicyclo[3.1.0]hex-3-yl]-6-azaspiro[3.4]octane-6-carboxylic acid methyl ester COC(=O)N1CC2(CC(C2)N2C[C@H]3C([C@H]3C2)C(N(CC)CC)=O)CC1